(3-((3S,4S)-4-amino-3-methyl-2-oxa-8-azaspiro[4.5]decan-8-yl)-6-(((S)-2-amino-6a,7,8,9-tetrahydro-6H-pyrido[3,2-b]pyrrolo[1,2-d][1,4]oxazin-4-yl)thio)pyrazin-2-yl)methanol formate C(=O)OCC1=NC(=CN=C1N1CCC2([C@@H]([C@@H](OC2)C)N)CC1)SC1=CC(=NC2=C1OC[C@H]1N2CCC1)N